[4-(trifluoromethyl)phenyl]amine FC(C1=CC=C(C=C1)N)(F)F